C(C1=CC=CC=C1)N1CCC(=CC1)COC1OC(C2=CC=C(C=C12)Br)=O ((1-benzyl-1,2,3,6-tetrahydropyridin-4-yl)methoxy)-5-bromoisobenzofuran-1(3H)-one